S(=O)(=O)(OC1CCS(O1)(=O)=O)OC(C#C)C (2,2-dioxo-1,2-oxathiolan-5-yl) methylpropan-2-yn-1-yl sulfate